(1R,2R)-1-((tert-Butoxycarbonyl)amino)-2-ethylcyclopropanecarboxylic acid methyl ester COC(=O)[C@@]1([C@@H](C1)CC)NC(=O)OC(C)(C)C